(7S)-N-(2-amino-4-((4-hydroxybenzyl)amino)phenyl)-7,8-difluorooctanamide NC1=C(C=CC(=C1)NCC1=CC=C(C=C1)O)NC(CCCCC[C@@H](CF)F)=O